[Si](C)(C)(C(C)(C)C)OC\C=N\S(=O)C(C)(C)C (E)-N-(2-((tert-butyldimethylsilyl)oxy)ethylidene)-2-methylpropane-2-sulfinamide